(3-((naphthalen-1-yloxy)methyl)phenyl)boronic acid C1(=CC=CC2=CC=CC=C12)OCC=1C=C(C=CC1)B(O)O